N-(3-fluoro-4-((2-oxo-1-(tetrahydro-2H-pyran-4-yl)-2,3-dihydro-1H-imidazo[4,5-b]pyridine-7-yl)oxy)phenyl)-1-(3-fluoropyridine-2-yl)-5-(trifluoromethyl)-1H-pyrazole-4-carboxamide FC=1C=C(C=CC1OC1=C2C(=NC=C1)NC(N2C2CCOCC2)=O)NC(=O)C=2C=NN(C2C(F)(F)F)C2=NC=CC=C2F